Cl.Cl.N1CCCC1.N1CCCC1 dipyrrolidine 2HCl